CC(=CC1=CC=CC=C1)CCC methyl-propyl-styrene